NCC(C(=O)NC=1C=CC=C2C(=CNC12)C=1C=NNC1)C1=CC=C(C=C1)N 3-amino-2-(4-aminophenyl)-N-[3-(1H-pyrazol-4-yl)-1H-indol-7-yl]propionamide